2-(azepan-1-yl)-4-((4-(2-(2-hydroxyethyl)-2H-tetrazol-5-yl)phenyl)amino)pyrimido[4,5-d]pyridazin-5(6H)-one N1(CCCCCC1)C=1N=C(C2=C(C=NNC2=O)N1)NC1=CC=C(C=C1)C=1N=NN(N1)CCO